1-(3,5-di-tert-butylphenyl)-3-[3-({9-[3,5-di(methyl-d3)-4-phenylpyridin-2-yl]carbazol-2-yl}oxy)phenyl]benzimidazolium C(C)(C)(C)C=1C=C(C=C(C1)C(C)(C)C)[N+]1=CN(C2=C1C=CC=C2)C2=CC(=CC=C2)OC2=CC=1N(C3=CC=CC=C3C1C=C2)C2=NC=C(C(=C2C([2H])([2H])[2H])C2=CC=CC=C2)C([2H])([2H])[2H]